IC1=CC(=CC(=C1)I)I 2,4,6-triiodobenzene